CN(S(=O)(=O)NC1=C(C(=O)NC23CC(C2)(C3)C(F)(F)F)C=CC(=C1)F)C 2-((N,N-dimethyl-sulfamoyl)amino)-4-fluoro-N-(3-(trifluoromethyl)bicyclo[1.1.1]pentan-1-yl)benzamide